2-[(2S)-4-[2-[[(2R,4R)-4-methoxy-1-methyl-pyrrolidin-2-yl]methoxy]-7-(8-methyl-1-naphthyl)-6,8-dihydro-5H-pyrido[3,4-d]pyrimidin-4-yl]piperazin-2-yl]acetonitrile CO[C@@H]1C[C@@H](N(C1)C)COC=1N=C(C2=C(N1)CN(CC2)C2=CC=CC1=CC=CC(=C21)C)N2C[C@@H](NCC2)CC#N